NCCOCCOCCC(=O)NC1=C(C(=O)NC=2SC(=CN2)C)C=CC=C1 2-(3-(2-(2-aminoethoxy)ethoxy)propanamido)-N-(5-methylthiazol-2-yl)benzamide